FC(S(=O)(=O)OC=1C2=C(N=C(N1)C1=NC=CC(=C1)OCC(CC)(OC1OCCCC1)CC)CCC2)(F)F 2-(4-(2-ethyl-2-((tetrahydro-2H-pyran-2-yl)oxy)butoxy)pyridin-2-yl)-6,7-dihydro-5H-cyclopenta[d]pyrimidin-4-yl trifluoromethanesulfonate